FC=1C(=CC(=C(C(=O)OC)C1)NC1=C(C=C(C=C1)OC(F)(F)F)C=O)C(F)(F)F methyl 5-fluoro-2-((2-formyl-4-(trifluoromethoxy)phenyl)amino)-4-(trifluoromethyl)benzoate